ClC1=CC=C(CN2CC(CCC2)C2=C(C=NC=3N2N=C(C3N(CC3CCOCC3)C)C)C)C=C1 (7-(1-(4-chlorobenzyl)piperidin-3-yl)-2,6-dimethylpyrazolo[1,5-a]pyrimidin-3-yl)-N-((tetrahydro-2H-pyran-4-yl)methyl)methylamine